NC[C@@H](C=1C=CC2=C(N=CS2)C1)NS(=O)C(C)(C)C N-[(1R)-2-amino-1-(1,3-benzothiazol-5-yl)ethyl]-2-methyl-propane-2-sulfinamide